N1C(=NC2=C1C=CC=C2)C2=CC=CC(=N2)C(=O)O 6-(1H-benzimidazol-2-yl)picolinic acid